1-(2-methylquinoxalin-6-yl)ethan-1-ol CC1=NC2=CC=C(C=C2N=C1)C(C)O